CC1(CC(C1)(C1=NN=CN1C)C=1C=C(C=CC1)NC(=O)C=1C(N(C=C(C1)C(C)NCC(C)C)CC(F)(F)F)=O)C (+)-N-(3-(3,3-dimethyl-1-(4-methyl-4H-1,2,4-triazol-3-yl)cyclobutyl)phenyl)-5-(1-(isobutylamino)ethyl)-2-oxo-1-(2,2,2-trifluoroethyl)-1,2-dihydropyridine-3-carboxamide